benzyl-3-methyl-2-oxo-2,3,9,10-tetrahydro-1H-pyrido[3',4':4,5]pyrrolo[1,2,3-de]quinoxaline-8(7H)-carboxylate C(C1=CC=CC=C1)OC(=O)N1CC2=C(N3CC(N(C=4C=CC=C2C34)C)=O)CC1